tert-butyl (6S,7S)-7-((N,N-dimethylsulfamoyl)amino)-6-((2-fluoro-[1,1'-biphenyl]-3-yl)methyl)-5-azaspiro[2.4]heptane-5-carboxylate CN(S(=O)(=O)N[C@@H]1[C@@H](N(CC12CC2)C(=O)OC(C)(C)C)CC=2C(=C(C=CC2)C2=CC=CC=C2)F)C